ClC1=C(C=NN(C1=O)C)N[C@@H]1C[C@@H](CN(C1)C)C1=CC=C(C(=O)N2CCC3(CC2)CCN(CC3)CC3=CC(=C(C=C3)C3C(NC(CC3)=O)=O)F)C=C1 3-[4-[[3-[4-[(3R,5R)-5-[(5-chloro-1-methyl-6-oxo-pyridazin-4-yl)amino]-1-methyl-3-piperidyl]benzoyl]-3,9-diazaspiro[5.5]undecan-9-yl]methyl]-2-fluoro-phenyl]piperidine-2,6-dione